7-fluoro-3-(2-oxothiazolin-3-yl)benzo[d]isoxazole-5-carbaldehyde FC1=CC(=CC=2C(=NOC21)N2C(SC=C2)=O)C=O